CN([Si](N(C)C)(N(C)C)N(C)C)C N,N,N',N',N'',N'',N''',N'''-octamethylsilanetetraamine